tert-butyl (2R,4R)-2-(((S)-1-((2-acetamido-5-chlorobenzyl)amino)-1-oxopropan-2-yl)carbamoyl)-4-phenylpyrrolidine-1-carboxylate C(C)(=O)NC1=C(CNC([C@H](C)NC(=O)[C@@H]2N(C[C@H](C2)C2=CC=CC=C2)C(=O)OC(C)(C)C)=O)C=C(C=C1)Cl